C(C)(C)(C)OC(=O)C1C2(CCC(C1)N2)C(=O)O (tert-butoxycarbonyl)-7-azabicyclo[2.2.1]heptane-1-carboxylic acid